N(=[N+]=[N-])CCOC[C@@]12C[C@H](N([C@H]2C1)C(CNC(C1=CC=C(C=C1)OC1=CC=C(C=C1)F)=O)=O)C(=O)N[C@H](C)C1=CC(=CS1)C(=N)NC(OC(C)(C)C)=O tert-butyl ((5-((R)-1-((1S,3S,5R)-5-((2-azidoethoxy)methyl)-2-((4-(4-fluorophenoxy)benzoyl)glycyl)-2-azabicyclo[3.1.0]hexane-3-carboxamido)ethyl)thiophen-3-yl)(imino)methyl)carbamate